(3S,4S)-N-(3-cyano-4-fluorophenyl)-1-oxo-3-(6-(2,2,2-trifluoroethoxy)pyridin-3-yl)-2-(2,2,2-trifluoroethyl)-1,2,3,4-tetrahydroisoquinoline-4-carboxamide C(#N)C=1C=C(C=CC1F)NC(=O)[C@@H]1[C@H](N(C(C2=CC=CC=C12)=O)CC(F)(F)F)C=1C=NC(=CC1)OCC(F)(F)F